7-chloro-N-(4-((3-methoxyazetidin-1-yl)methyl)-3-(trifluoromethyl)phenyl)-1-methyl-6-((4-(methylamino)pyrazolo[1,5-a]pyrazin-3-yl)oxy)-1H-imidazo[4,5-b]pyridin-2-amine ClC1=C2C(=NC=C1OC=1C=NN3C1C(=NC=C3)NC)N=C(N2C)NC2=CC(=C(C=C2)CN2CC(C2)OC)C(F)(F)F